2-(3,5-dimethyl-4-((5-(2-methylcyclopentyl)-6-oxo-1,6-dihydropyridazin-3-yl)methyl)phenyl)-3,5-dioxo-2,3,4,5-tetrahydro-1,2,4-triazine-6-carbonitrile CC=1C=C(C=C(C1CC1=NNC(C(=C1)C1C(CCC1)C)=O)C)N1N=C(C(NC1=O)=O)C#N